C(C1=CC=CC=C1)=C1C[C@@H]2[C@@H](CN(C2)C(=O)OCC2=CC=CC=C2)C1 (3aR,6aS,Z)-benzyl 5-benzylidenehexahydrocyclopenta[c]pyrrole-2(1H)-carboxylate